CN1N=C(C(=C1)C)[C@@H](C(C)(C)C)N (R)-1-(1,4-Dimethyl-1H-pyrazol-3-yl)-2,2-dimethylpropan-1-amine